BrC1=CC=C(C=C1)C1CCN(CC1)C1=CC(=C(C#N)C=C1)C(F)(F)F 4-(4-(4-bromophenyl)piperidin-1-yl)-2-(trifluoromethyl)-benzonitrile